FC(CN1N=CC(=C1)O)(F)F 1-(2,2,2-trifluoroethyl)-1H-pyrazol-4-ol